N1=NC(=CC2=C1C1=C(SCC2)C=CC=C1)N1N=C(N=C1N)NC1=CC2=C(SC(=C2)C(N2CCN(CC2)CCN(C)C)=O)C=C1 1-(6,7-dihydro-5H-benzo[2,3]thiepino[4,5-c]pyridazin-3-yl)-N3-(2-(1-(4-(2-(dimethylamino)ethyl)piperazin-1-yl)oxomethyl)benzo[b]thiophen-5-yl)-1H-1,2,4-triazole-3,5-diamine